FC(C=1C=C(C=CC1)[C@H]1C[C@H](C1)N)(F)F (cis)-3-(3-(trifluoromethyl)phenyl)cyclobutan-1-amine